5-(imidazo[1,2-b]pyridazin-6-yl)-N-neopentyl-7H-pyrrolo[2,3-d]pyrimidin-2-amine N=1C=CN2N=C(C=CC21)C2=CNC=1N=C(N=CC12)NCC(C)(C)C